CC1(C2C3C4C=CC(C3C(C1)C2)C4)C(=O)OCCC 4-methyl-4-propoxycarbonyltetracyclo[6.2.1.13,6.02,7]Dodec-9-ene